C(C)(C)(C)OC(=O)N1OCC(=C(C1)C)C 4,5-dimethyl-3,6-dihydro-2H-1,2-oxazine-2-carboxylic acid tert-butyl ester